COC(=O)C1=CC2=C(OCC(N2C)=O)C=C1[N+](=O)[O-] 4-methyl-7-nitro-3-oxo-3,4-dihydro-2H-benzo[b][1,4]oxazine-6-carboxylic acid methyl ester